N1=CC=C(C=C1)NC1=CC=C(C=C1)C1=NC2=C(N1)C=CC(=C2)NC2=CC=NC1=CC=C(C=C21)C#N 4-((2-(4-(pyridin-4-ylamino)phenyl)-1H-benzo[d]imidazol-5-yl)amino)quinoline-6-carbonitrile